C(C1=CC=CC=C1)NC1=C2N=CN(C2=NC(=N1)C=1C=NC=CC1C#N)[C@H]1[C@@H]([C@@H]([C@H](O1)C(=O)NC([2H])([2H])[2H])O)O (2S,3S,4R,5R)-5-(6-(benzylamino)-2-(4-cyanopyridin-3-yl)-9H-purin-9-yl)-3,4-dihydroxyl-N-(methyl-d3)-tetrahydrofuran-2-formamide